BrC1=CC2=C(N=NO2)C2=CC=C(C(=C12)F)F 5-bromo-6,7-difluoronaphtho[1,2-d][1,2,3]oxadiazole